FC1=C2C(NC=NC2=CC(=C1OC)OC)=O 5-fluoro-6,7-dimethoxyquinazolin-4(3H)-one